1-butyl-3,4,5-trimethylimidazolium C(CCC)N1C=[N+](C(=C1C)C)C